O=C1C2=C(N(C(N1)=S)CCOC(C)C)C=CN2C(C)OC(=O)OC2CCN(CC2)C(=O)OC(C)(C)C tert-Butyl 4-{[{1-{4-oxo-1-[2-{propan-2-yloxy}ethyl]-2-sulfanylidene-1H,2H,3H,4H,5H-pyrrolo[3,2-d]pyrimidin-5-yl}ethoxy}carbonyl]oxy}piperidine-1-carboxylate